octahydro-indole-2-carboxylic acid N1C(CC2CCCCC12)C(=O)O